(R)-N-ethyl-5-fluoro-2-(3-(1-((1-(2-hydroxyethyl)-2-oxo-2,3-dihydro-1H-benzo[d]imidazol-5-yl)methyl)piperidin-3-yl)-1H-pyrrolo[2,3-c]pyridin-1-yl)-N-isopropylbenzamide C(C)N(C(C1=C(C=CC(=C1)F)N1C=C(C=2C1=CN=CC2)[C@@H]2CN(CCC2)CC2=CC1=C(N(C(N1)=O)CCO)C=C2)=O)C(C)C